indole-d7 Tert-butyl-1-(4-methoxybenzyl)-6,7-dihydro-1H-pyrazolo[4,3-c]pyridine-5(4H)-carboxylate C(C)(C)(C)OC(=O)N1CC2=C(CC1)N(N=C2)CC2=CC=C(C=C2)OC.N2(C(C(C1(C(C=CC=C21)[2H])[2H])([2H])[2H])([2H])[2H])[2H]